tert-butyl (S)-3-((8-carbamoyl-6-(hydrazineyl(imino)methyl)pyrido[3,2-d]pyrimidin-4-yl)amino)piperidine-1-carboxylate C(N)(=O)C1=CC(=NC2=C1N=CN=C2N[C@@H]2CN(CCC2)C(=O)OC(C)(C)C)C(=N)NN